[Cl-].[Cl-].[NH2+]1C2C3=CC=CC=C3C3[NH2+]CCC32CC1 1,2,3,4,5,6,6a,10b-octahydroindeno[1,2-b:3,2-b']dipyrrole-1,6-diium dichloride